[C@@H]1([C@H](O)[C@H](O)[C@@H](CO)O1)N1C(=O)NC(=O)C(=C1)OCC(=O)O Uridine-5-Oxyacetic Acid